O=C1N(CCC(N1)=O)C=1C=CC=C2C(=CN(C12)C)C1CCN(CC1)C(=O)OC(C)(C)C tert-Butyl 4-(7-(2,4-dioxotetrahydropyrimidin-1(2H)-yl)-1-methyl-1H-indol-3-yl)piperidine-1-carboxylate